Rac-(3-(6-(1-(difluoromethyl)-1H-pyrazol-4-yl)pyrrolo[2,1-f][1,2,4]triazin-4-yl)-3,8-diazabicyclo[3.2.1]octan-8-yl)((1R,2S)-2-fluorocyclopropyl)methanone FC(N1N=CC(=C1)C=1C=C2C(=NC=NN2C1)N1CC2CCC(C1)N2C(=O)[C@@H]2[C@H](C2)F)F